piperidine-4-yl-4-dimethylaminobenzoate N1CCC(CC1)OC(C1=CC=C(C=C1)N(C)C)=O